ClC1=CC(N(C(N1C1=C(C=CC=C1)C)=O)C1=C(C=CC=C1)C)=O 6-chloro-1,3-bis(2-methylphenyl)pyrimidine-2,4(1H,3H)-dione